C(C)OS(=O)(=O)[O-].CN1C=[N+](C=C1)C 1,3-dimethylimidazolium ethylsulfate